C[C@@H]1[C@H]([C@H]([C@@H](O1)OC(=O)C)OC(=O)C)OC(=O)C 1,2,3-tri-O-acetyl-5-deoxy-β-D-ribofuranose